NC1=C(C=C(C=C1)C1=CC(=C(C=C1)CC1=NC2=C(N1CCOC)C=C(C=C2)C(=O)O)F)OCC2=C(C=C(C=C2)C#N)F ((4'-amino-3'-((4-cyano-2-fluorobenzyl)oxy)-3-fluoro-[1,1'-biphenyl]-4-yl)methyl)-1-(2-methoxyethyl)-1H-benzo[d]imidazole-6-carboxylic acid